[N+](=[N-])=CC(CC[C@@H](C(=O)OC(C)C)NC(C(Cl)Cl)=O)=O isopropyl (S)-6-diazo-2-(2,2-dichloroacetamido)-5-oxohexanoate